N-(1-(4-methoxybenzyl)-5-(thieno[3,2-d]pyrimidin-7-yl)-1H-pyrazol-3-yl)-2-(3-methylisoxazol-5-yl)acetamide COC1=CC=C(CN2N=C(C=C2C2=CSC3=C2N=CN=C3)NC(CC3=CC(=NO3)C)=O)C=C1